3,6-diethynylpyridazine C(#C)C=1N=NC(=CC1)C#C